2-[6-[(3aS,7aR)-6-methyl-3,3a,4,5,7,7a-hexahydro-2H-pyrrolo[2,3-c]pyridin-1-yl]pyridazin-3-yl]-3-(trifluoromethyl)phenol CN1C[C@H]2[C@@H](CC1)CCN2C2=CC=C(N=N2)C2=C(C=CC=C2C(F)(F)F)O